6-fluoro-5-(1,2,3,6-tetrahydropyridin-4-yl)pyridine-2-formic acid methyl ester hydrochloride Cl.COC(=O)C1=NC(=C(C=C1)C=1CCNCC1)F